OC1(CCCC1)CC(=O)O 2-(1-hydroxycyclopentyl)acetic acid